tri(methylphenyl)phosphine CC1=C(C=CC=C1)P(C1=C(C=CC=C1)C)C1=C(C=CC=C1)C